CS(=O)(=O)C Dimethylsulphone